N-((1S)-1-(6-(2-cyano-4-(trifluoromethyl)pyridin-3-yl)-1-cyclobutyl-5-fluoro-1H-pyrrolo[2,3-b]pyridin-3-yl)-2,2-difluoroethyl)cyclopropanesulfonamide C(#N)C1=NC=CC(=C1C1=C(C=C2C(=N1)N(C=C2[C@@H](C(F)F)NS(=O)(=O)C2CC2)C2CCC2)F)C(F)(F)F